C(C)(CC)N1N=CC=2C1=NC(=NC2NC=2N=CN(C2)C2=CC(=C(C(=C2)OC)OC)OC)C(C)C 1-(sec-butyl)-6-isopropyl-N-(1-(3,4,5-trimethoxyphenyl)-1H-imidazol-4-yl)-1H-pyrazolo[3,4-d]pyrimidin-4-amine